C(C=C)OC1=C(C(C#N)=C(C=C1)OCCC=C)C#N 3-(allyloxy)-6-(but-3-en-1-yloxy)phthalonitrile